FC(C=1C=C(C=CC1C(F)(F)F)NC(NCCOCCOCCCCCCC(=O)O)=O)(F)F 7-(2-(2-(3-(3,4-bis(trifluoromethyl)phenyl)ureido)ethoxy)ethoxy)heptanoic acid